Tert-butyl (3R)-4-[(2,5-dichloro-4-fluoropyridin-3-yl)methyl]-3-(hydroxymethyl)piperazine-1-carboxylate ClC1=NC=C(C(=C1CN1[C@H](CN(CC1)C(=O)OC(C)(C)C)CO)F)Cl